(R,E)-N-(4-((4-([1,2,4]triazolo[1,5-c]pyrimidin-7-yloxy)-3-methylphenyl)amino)-3-cyano-5-((3,3-difluoro-1-methylpiperidin-4-yl)oxy)quinolin-6-yl)-4-(dimethylamino)but-2-enamide N=1C=NN2C=NC(=CC21)OC2=C(C=C(C=C2)NC2=C(C=NC1=CC=C(C(=C21)O[C@H]2C(CN(CC2)C)(F)F)NC(\C=C\CN(C)C)=O)C#N)C